(1R,2S,3R,3aS,4R)-1-(2,4-dioxo-3,4-dihydropyrimidin-1(2H)-yl)-2,3-dihydroxy-2,3,3a,4,5,6-hexahydro-1H-inden-4-yl isobutyrate C(C(C)C)(=O)O[C@H]1[C@@H]2[C@H]([C@H]([C@@H](C2=CCC1)N1C(NC(C=C1)=O)=O)O)O